CC1(C(N(C2=CC=CC=C12)CCC)\C=C\C=1CCCC2=CC3=CC=C(C=C3OC12)OC1=C(C=C(C=C1)[N+](=O)[O-])[N+](=O)[O-])C (E)-1-(3,3-Dimethyl-1-propyl-3H-indol-2-yl)-2-[6-(2,4-dinitrophenoxy)-2,3-dihydro-1H-xanthen-4-yl]ethene